5-oxaspiro[3.4]octane-2-carboxylic acid C1C(CC12OCCC2)C(=O)O